N1CCC(CC1)C1=C2C=CC=C(C2=CC=C1)CO (5-(piperidin-4-yl)naphthalen-1-yl)methanol